ClC1=NC2=CC=C(C=C2C(=C1)NCCC1=CC=C(C=C1)NS(=O)(=O)C)OC N-(4-(2-((2-Chloro-6-methoxychinolin-4-yl)amino)ethyl)phenyl)methansulfonamid